CC=1C=C(C=CC1C1=NOC(=C1)C(F)(F)F)NC(C=C)=O N-(3-methyl-4-(5-(trifluoromethyl)isoxazol-3-yl)phenyl)acrylamide